(S)-6-((3-amino-5-(4-amino-4,6-dihydrospiro[cyclopenta[d]thiazole-5,4'-piperidine]-1'-yl)pyrazin-2-yl)thio)-5-chloro-3-(2-hydroxy-2-methylpropyl)quinazolin-4(3H)-one NC=1C(=NC=C(N1)N1CCC2(CC1)CC1=C(N=CS1)[C@H]2N)SC=2C(=C1C(N(C=NC1=CC2)CC(C)(C)O)=O)Cl